CC1=NN=C(O1)OC1=CC=C(C=C1)C(C)(C)C1=CC=C(OC2CC(C2)NC(OC(C)(C)C)=O)C=C1 tert-butyl ((1r,3r)-3-(4-(2-(4-((5-methyl-1,3,4-oxadiazol-2-yl) oxy)phenyl)propan-2-yl)phenoxy)cyclobutyl)carbamate